tert-butyl N-[3-[(2-amino-3-nitro-4-pyridyl)oxy]-2-fluoro-phenyl]carbamate NC1=NC=CC(=C1[N+](=O)[O-])OC=1C(=C(C=CC1)NC(OC(C)(C)C)=O)F